2-(6-{5-chloro-2-[(oxan-4-yl)amino]pyrimidin-4-yl}-1-oxo-2,3-dihydro-1H-isoindol-2-yl)-N-(1-{imidazo[2,1-b][1,3]thiazol-6-yl}ethyl)acetamide ClC=1C(=NC(=NC1)NC1CCOCC1)C1=CC=C2CN(C(C2=C1)=O)CC(=O)NC(C)C=1N=C2SC=CN2C1